2-Methyl-1-(4-(2-(((3R,4S)-3-methyl-1-((1-methyl-1H-imidazol-4-yl)sulfonyl)piperidin-4-yl)amino)-5-(trifluoromethyl)pyrimidin-4-yl)-1H-pyrazol-1-yl)propan-2-ol CC(CN1N=CC(=C1)C1=NC(=NC=C1C(F)(F)F)N[C@@H]1[C@@H](CN(CC1)S(=O)(=O)C=1N=CN(C1)C)C)(C)O